NC1=NC=C(C(=C1)COCC(C)(O)C)F [(2-amino-5-fluoro-4-pyridyl)methoxy]-2-methyl-propan-2-ol